BrC1=CC=C(C=C1)[C@H](C(F)(F)F)N (1R)-1-(4-bromophenyl)-2,2,2-trifluoro-ethanamine